The molecule is a tricyclic triterpenoid isolated from Poria cocos. It has a role as a fungal metabolite. It is a dicarboxylic acid, a secondary alcohol and a tricyclic triterpenoid. CC(C)C(=C)CC[C@H]([C@H]1[C@@H](C[C@@]2([C@@]1(CCC3=C2CC[C@H]([C@]3(C)CCC(=O)O)C(=C)C)C)C)O)C(=O)O